methyl (2S)-2-hydroxy-3-[(2'S,7R)-2'-methyl-2-(trifluoromethyl)spiro[4,5-dihydrothieno[2,3-c]pyran-7,4'-piperidine]-1'-yl]propanoate O[C@H](C(=O)OC)CN1[C@H](C[C@@]2(CC1)OCCC1=C2SC(=C1)C(F)(F)F)C